C(C)OC(=C)C1=C(C(=O)OC)C=C(C=C1)OC methyl 2-(1-ethoxyvinyl)-5-methoxybenzoate